Cl[C@H]1C[C@H](C1)C(=O)OC cis-methyl 3-chlorocyclobutane-carboxylate